4-bromo-2-methylbenzene-1-carbonitrile BrC1=CC(=C(C=C1)C#N)C